2-(2-{5H,6H,7H,8H,9H-[1,2,4]triazolo[4,3-a]azepin-3-ylsulfanyl}acetamido)-4H,5H,6H-cyclopenta[b]thiophene-3-carboxamide N=1N=C(N2C1CCCCC2)SCC(=O)NC2=C(C1=C(S2)CCC1)C(=O)N